N-(tert-butoxycarbonyl)-S-vinyl-cysteine ethyl ester C(C)OC([C@@H](NC(=O)OC(C)(C)C)CSC=C)=O